2-(3,4-dichlorophenyloxy)benzoic acid ClC=1C=C(C=CC1Cl)OC1=C(C(=O)O)C=CC=C1